N(=[N+]=[N-])[C@@H]1[C@H]([C@@H](O[C@@H]([C@@H]1O)CO)SC1=CC(=C(C=C1)Cl)Cl)O (2S,3R,4S,5R,6R)-4-azido-2-((3,4-dichlorophenyl)thio)-6-(hydroxymethyl)tetrahydro-2H-pyran-3,5-diol